COC1=C(C=C(C(=C1)CCC)OC)CC(CC)N 1-(2,5-dimethoxy-4-propylphenyl)butan-2-amine